O.O.O.O.NCCCNCCCCNCCCN N,N'-bis(3-aminopropyl)-1,4-butanediamine tetrahydrate